2-((3-((trifluoromethyl)sulfonyl)phenyl)amino)pyrimidine FC(S(=O)(=O)C=1C=C(C=CC1)NC1=NC=CC=N1)(F)F